C(C#C)N(C[C@@H]([C@H]([C@@H]([C@@H](CO)O)O)O)O)C[C@@H](C(C([C@@H](CO)O)O)O)O (2R,2'R,3'R,4'R,5S,5'S)-6,6'-(prop-2-yn-1-ylazanediyl)bis(hexane-1,2,3,4,5-penta-ol)